CN1[C@@H]([C@H](CC1=O)C(=O)NCCOCCOCCNC(=O)C1CCN(CC1)C1=CC=C(C(=O)OC)C=C1)C=1C=NC=CC1 methyl 4-(4-((2-(2-(2-((2S,3S)-1-methyl-5-oxo-2-(pyridin-3-yl) pyrrolidine-3-carboxamido)ethoxy)ethoxy)ethyl)carbamoyl)piperidin-1-yl)benzoate